(R)-5-((6-isopropyl-2-ethyl-3,4-dihydroquinolin-1(2H)-yl)sulfonyl)-2-((tetrahydro-2H-pyran-4-yl)methoxy)benzyl Alcohol C(C)(C)C=1C=C2CC[C@H](N(C2=CC1)S(=O)(=O)C=1C=CC(=C(CO)C1)OCC1CCOCC1)CC